COC1=CC=C(C=C1)C1C(C(C1)C1=CC=C(C=C1)OC)(C(=O)O)C(=O)O 2,4-bis(4-methoxyphenyl)cyclobutanedicarboxylic acid